C(CCC)C(C(=O)OCC)C(C(=O)OCC)CCCC diethyl 2,3-di-n-butylsuccinate